C(C)(C)(C)OC(=O)N1CCC(CC1)N1C(NC2=C1C(=CC=C2)Cl)=O 4-(7-chloro-2-oxo-2,3-dihydro-1H-1,3-benzodiazol-1-yl)piperidine-1-carboxylic acid tert-butyl ester